(S)-5-((4-((3-aminoPhenyl)amino)-8-isopropylpyrazolo[1,5-a][1,3,5]triazin-2-yl)amino)-2,2-dimethylpiperidine NC=1C=C(C=CC1)NC1=NC(=NC=2N1N=CC2C(C)C)N[C@H]2CCC(NC2)(C)C